5-(1-(2-(2-aminoethoxy)ethyl)-2-(tetrahydro-2H-pyran-4-yl)-1H-benzo[d]imidazol-6-yl)-1,3-dimethylpyridin-2(1H)-one NCCOCCN1C(=NC2=C1C=C(C=C2)C=2C=C(C(N(C2)C)=O)C)C2CCOCC2